4-oxo-hexoxydimethylsilylpropyl thiocaprylate C(CCCCCCC)(=S)OCCC[Si](C)(C)OCCCC(CC)=O